N1C(CN=CC2=C1C=CC=C2)=O [1,4]-benzodiazepin-2(1H)one